4-chloro-N-(4,4-difluorocyclohexyl)pyrimidin-2-amine ClC1=NC(=NC=C1)NC1CCC(CC1)(F)F